N1-(2-(piperidin-4-yl)quinolin-4-yl)propane-1,3-diamine N1CCC(CC1)C1=NC2=CC=CC=C2C(=C1)NCCCN